Methyl 2-[[4-[6-[(5-cyano-3-fluoro-2-thienyl)methoxy]-2-pyridyl]-1-piperidyl]methyl]-3-(2-methoxyethyl)benzimidazole-5-carboxylate C(#N)C1=CC(=C(S1)COC1=CC=CC(=N1)C1CCN(CC1)CC=1N(C2=C(N1)C=CC(=C2)C(=O)OC)CCOC)F